C(C)(C)C1=CC=CC=C1P(C(C)C)=O 6-isopropylphenyl-isopropylphosphine oxide